methyl 6-(2-{[1-(3-chloro(2-pyridyl))-isopropyl]amino}pyrimidin-5-yl)pyrimidine-4-carboxylate ClC=1C(=NC=CC1)C(C)(C)NC1=NC=C(C=N1)C1=CC(=NC=N1)C(=O)OC